N-((3R,5S)-5-((1H-1,2,3-Triazol-1-yl)methyl)-1-cyanopyrrolidin-3-yl)-5-(4-fluoro-3-(trifluoromethoxy)phenyl)oxazole-2-carboxamide N1(N=NC=C1)C[C@@H]1C[C@H](CN1C#N)NC(=O)C=1OC(=CN1)C1=CC(=C(C=C1)F)OC(F)(F)F